3-fluoro-N-[6-methyl-[1,2,4]triazolo[1,5-a]pyrazin-2-yl]-5-(3-methylpiperazin-1-yl)thiophene-2-carboxamide hydrochloride Cl.FC1=C(SC(=C1)N1CC(NCC1)C)C(=O)NC1=NN2C(C=NC(=C2)C)=N1